methyl 9,10-epoxyoctadecanoate C(CCCCCCCC1C(CCCCCCCC)O1)(=O)OC